CC1(OC=2C=C(C=C(C2C=C1)O)CCC(CC)C)CCC=C(C)C 2-methyl-2-(4-methylpent-3-en-1-yl)-7-(3-methylpentyl)-2H-chromen-5-ol